N-(3-chloro-4-fluorophenyl)-4-(5-hydroxy-5-((3-hydroxy-3-methyl-cyclobutyl)ethynyl)octahydropentalen-2-yl)-1-methyl-1H-imidazole-5-carboxamide ClC=1C=C(C=CC1F)NC(=O)C1=C(N=CN1C)C1CC2CC(CC2C1)(C#CC1CC(C1)(C)O)O